C(N)(=N)C=1C=C(SC1)[C@@H](CO)NC(=O)[C@H]1N(CC2(OCCO2)C1)C(CNC(=O)C=1C=CC=2C(C3=CC=CC=C3C2C1)(C)C)=O (S)-N-((R)-1-(4-carbamimidoylthiophen-2-yl)-2-hydroxyethyl)-7-((9,9-dimethyl-9H-fluorene-3-carbonyl)glycyl)-1,4-dioxa-7-azaspiro[4.4]nonane-8-carboxamide